B(C1=CC=CC=C1)(C2=CC=CC=C2)OCCN The molecule is an organoboron compound that is diphenylborane in which the borane hydrogen is replaced by a 2-aminoethoxy group. It has a role as an IP3 receptor antagonist, a calcium channel blocker and a potassium channel opener. It is an organoboron compound and a primary amino compound.